4-{[tert-butyl(dimethyl)silyl]oxy}-7-chloro-1,3,4,5-tetrahydro-2H-1-benzazepin-2-thione [Si](C)(C)(C(C)(C)C)OC1CC(NC2=C(C1)C=C(C=C2)Cl)=S